O1C(OCC1)C(CO)CO 2-(1,3-dioxolan-2-yl)propane-1,3-diol